CC(C)(C)C1=NN(C(=C1)N1C(N(C(C1)=O)C1=CC=C(C=C1)OC1=C2C(=NC=C1)NC=C2)=O)C2=CC=CC=C2 1-[3-(2-methyl-2-propanyl)-1-phenyl-1H-pyrazol-5-yl]-3-[4-(1H-pyrrolo[2,3-b]pyridin-4-yloxy)phenyl]-2,4-imidazolidinedione